C(C)(C)(C)OC(NC(CC1=NC(=C(C=C1OC)Br)OC)C)=O (1-(5-bromo-3,6-dimethoxypyridin-2-yl)propan-2-yl)carbamic acid tert-butyl ester